BrCCCl 1-bromo-2-chloroethane